OC1=C(C(=CC(=C1)C(F)(F)F)C)C1=CC2=C(N=N1)N(CC2)C[C@@H]2COCC(N2)=O (5R)-5-[[3-[2-hydroxy-6-methyl-4-(trifluoromethyl)phenyl]-5,6-dihydropyrrolo[2,3-c]pyridazin-7-yl]methyl]morpholin-3-one